3-Chloro-10-methyl-5,10-dihydro-11H-dibenzo[b,e][1,4]diazepin-11-one ClC=1C=CC2=C(NC3=C(N(C2=O)C)C=CC=C3)C1